2-Ethylhexyl 2-cyano-3,3-diphenyl-2-acrylate CCCCC(CC)COC(=O)C(=C(C1=CC=CC=C1)C2=CC=CC=C2)C#N